S1(=O)(=O)CC(CC1)O 3-sulfolanol